N-(2-methoxyphenyl)-2-phenyl-1H-benzo[d]imidazole-6-carboxamide COC1=C(C=CC=C1)NC(=O)C=1C=CC2=C(NC(=N2)C2=CC=CC=C2)C1